N[C@@H](CCC(=O)OC(CCCCCCCCCCCCCCCCC)=O)C(=O)OC(CCCCCCCCCCCCCCCCC)=O distearoyl glutamate